3-fluoro-5-(triazol-2-yl)benzoic acid FC=1C=C(C(=O)O)C=C(C1)N1N=CC=N1